NCCOCCOCNOCCOCCOCCCC([C@@H](NC([C@H](C(C)C)NC(OCC1C2=CC=CC=C2C=2C=CC=CC12)=O)=O)CCCNC(=O)N)=O (9H-fluoren-9-yl)methyl ((20S,23S)-1-amino-24-methyl-19,22-dioxo-20-(3-ureidopropyl)-3,6,9,12,15-pentaoxa-l-8,21-diazapentacosan-23-yl)carbamate